CS(=O)(=O)OC1C(CC1)OCC1=CC=CC=C1 (2-benzyloxycyclobutyl) methanesulfonate